FC(C1CCN(CC1)C(=O)OC(C)(C)C)(C1=CC(=CC=C1)[C@@H](C)NC1=NN=C(C2=CC=C(C=C12)N1CCOCC1)OCCCCCCO)F tert-butyl (R)-4-(difluoro(3-(1-((4-((6-hydroxyhexyl)oxy)-7-morpholinophthalazin-1-yl)amino)ethyl)phenyl)methyl)piperidine-1-carboxylate